trans-3-(6-fluoro-1,3-benzothiazol-4-yl)cyclobutanol FC1=CC2=C(N=CS2)C(=C1)[C@@H]1C[C@H](C1)O